1,2,4,5-benzenetetraamine tetrahydrate hydrochloride Cl.O.O.O.O.C=1(C(=CC(=C(C1)N)N)N)N